(S)-2-(chloromethyl)-1-(oxetan-2-ylmethyl)-1H-benzo[d]imidazole-6-carboxylic acid ClCC1=NC2=C(N1C[C@H]1OCC1)C=C(C=C2)C(=O)O